BrC=1C=C2NC(CN(C2=CC1)C(=O)OC(C)(C)C)=O tert-butyl 6-bromo-3-oxo-3,4-dihydroquinoxaline-1(2H)-carboxylate